N-[3-amino-7-(2-fluoro-6-methyl-phenyl)-5-isoquinolyl]pyrrolidine-3-carboxamide NC=1N=CC2=CC(=CC(=C2C1)NC(=O)C1CNCC1)C1=C(C=CC=C1C)F